Cis-3-Hexenyl Acetate ((Z)-hex-3-enyl acetate) C(C\C=C/CC)CC(=O)O.C(C)(=O)OCC\C=C/CC